2-(4-chloro-3-fluorophenoxy)-N-(3-{[2-(4-chlorophenyl)-2-hydroxyethyl]amino}bicyclo[1.1.1]pentan-1-yl)acetamide ClC1=C(C=C(OCC(=O)NC23CC(C2)(C3)NCC(O)C3=CC=C(C=C3)Cl)C=C1)F